Cl.BrC1=CNC(C2=C1N=C(N=C2NC2=CC(=C(C=C2)OC2=CC(=CC=C2)F)C)NC2CCN(CC2)C)=O 8-bromo-4-((4-(3-fluorophenoxy)-3-methylphenyl)amino)-2-((1-methylpiperidin-4-yl)amino)pyrido[4,3-d]pyrimidin-5(6H)-one hydrochloride